FC(CN1C(=NC=2C1=NC(=CC2)C2=CNC=1N=C(N=C(C12)NC)NC1CCC(CC1)N1C(CCC1)=O)C)F 1-((1r,4r)-4-((5-(3-(2,2-difluoroethyl)-2-methyl-3H-imidazo[4,5-b]pyridin-5-yl)-4-(methylamino)-7H-pyrrolo[2,3-d]pyrimidin-2-yl)amino)cyclohexyl)pyrrolidin-2-one